2H-cyclopenta[b]furan-2,3-diol O1C=2C(=C(C1O)O)C=CC2